3-[3-bromo-4-(4-methanesulfonylphenoxy)phenoxy]-5-(3,4-difluorophenyl)pyridine BrC=1C=C(OC=2C=NC=C(C2)C2=CC(=C(C=C2)F)F)C=CC1OC1=CC=C(C=C1)S(=O)(=O)C